{3-fluoro-4-[1-isopropyl-4-(trifluoromethyl)imidazol-2-yl]-5-methoxyphenyl}methanol FC=1C=C(C=C(C1C=1N(C=C(N1)C(F)(F)F)C(C)C)OC)CO